ClC1=CC2=C(OC3(CC3)NS2(=O)=O)C=C1 7-chloro-2H,4H-spiro[benzo[b][1,4,5]oxathiazine-3,1'-cyclopropane]-1,1-dioxide